OC1CCC2=CC(=CC=C12)C1=C(NC2=NC=C3C(=C21)N(C(N3C)=O)C(C)C)C=3C=NN(C3)CC(C)(C)O 8-(1-hydroxy-2,3-dihydro-1H-inden-5-yl)-7-(1-(2-hydroxy-2-methylpropyl)-1H-pyrazol-4-yl)-1-isopropyl-3-methyl-3,6-dihydroimidazo[4,5-d]pyrrolo[2,3-b]pyridin-2(1H)-one